N1N=C(C=C1)NC1=CC=C(C(=N1)CC1(CC(N(CC1)CC1=C(C(=CC=C1)Cl)F)CC)C(=O)O)F 4-((6-((1H-pyrazol-3-yl)amino)-3-fluoropyridin-2-yl)methyl)-1-(3-chloro-2-fluorobenzyl)-2-ethylpiperidine-4-carboxylic acid